N1C=CC2=C(C=CC=C12)NC(=O)C=1OC=CC1 N-(1H-indol-4-yl)furan-2-carboxamide